CS(=O)(=O)OC1[C@](C(=CC=C1)C1=CC=CC=C1)(CCNC(=O)[C@H]1OCCCNC1)C#N (2S)-2-Cyano-2-{[(2S)-1,4-oxazepan-2-ylcarbonyl] amino ethyl}biphenyl-3-yl methanesulfonate